N1(N=CC=C1)CC1=CC2=C(C(=NO2)NS(=O)(=O)C2=C(C=CC(=C2)Br)OC)C(=C1)OC N-(6-((1H-Pyrazol-1-yl)methyl)-4-methoxybenzo[d]isoxazol-3-yl)-5-bromo-2-methoxybenzenesulfonamide